tert-butyl N-{1-[1-(2,3-dichlorophenyl)-2-methyl-6-oxo-1,6-dihydropyrimidin-4-yl]-4-methylpiperidin-4-yl}carbamate ClC1=C(C=CC=C1Cl)N1C(=NC(=CC1=O)N1CCC(CC1)(C)NC(OC(C)(C)C)=O)C